[C@H]12CC(C[C@H](CC1)N2)OC2=CC=C(N=N2)C2=C(C=C(C=C2)C=2OC(=NN2)C)O 2-(6-(((1R,3S,5S)-8-azabicyclo[3.2.1]octan-3-yl)oxy)pyridazin-3-yl)-5-(5-methyl-1,3,4-oxadiazol-2-yl)phenol